ClC1=NN(C=C1NC(C(C)S(=O)(=O)C)=O)C=1C=NC=CC1 N-[3-chloro-1-(3-pyridyl)pyrazol-4-yl]-2-methylsulfonyl-propanamide